3,7-dimethyl-(E)-2,6-octadienal C\C(=C/C=O)\CCC=C(C)C